neodymium iron boron-silicon [Si].[B].[Fe].[Nd]